ClC1=NC=C(C(=N1)NC=1C=CC=C2CNC(C12)=O)Cl 7-((2,5-dichloropyrimidin-4-yl)amino)isoindolin-1-one